FC(C(=O)O)(F)F.CN1C(C2(C3=C4C(=NC=C31)NC(=C4C4=CC=CC=C4)C4=CC=C(C=C4)CN4CCC(CC4)S(=O)(=O)C)CCC2)=O 6'-Methyl-2'-(4-((4-(methylsulfonyl)piperidin-1-yl)methyl)phenyl)-1'-phenyl-3',6'-dihydro-7'H-spiro[cyclobutane-1,8'-dipyrrolo[2,3-b:3',2'-d]pyridin]-7'-one trifluoroacetate salt